CN1N=C(C=C1C(=O)N[C@@H]1COC2=C1C=CC(=C2)C2=NOC(=N2)C)C (S)-1,3-dimethyl-N-(6-(5-methyl-1,2,4-oxadiazol-3-yl)-2,3-dihydrobenzofuran-3-yl)-1H-pyrazole-5-carboxamide